2-(2-Methoxyethoxy)ethyl-{[3-({5-[3-amino-2,6-dioxo-4-(trifluoromethyl)-3,6-dihydropyrimidin-1(2H)-yl]-2-chloro-4-fluorophenyl}sulfanyl)pyridin-2-yl]oxy}acetat COCCOCCOC(COC1=NC=CC=C1SC1=C(C=C(C(=C1)N1C(N(C(=CC1=O)C(F)(F)F)N)=O)F)Cl)=O